NC1=CC=C(C=C1)S(=O)(=NCCOC)N1CCN(CC1)C1=NC(=CC(=N1)C#N)C 2-(4-(4-amino-N-(2-methoxyethyl)phenylsulfonimidoyl)piperazin-1-yl)-6-methylpyrimidine-4-carbonitrile